6-(4-(2-Fluoro-6-methylphenyl)piperazin-1-yl)-2-methyl-8-((3-(trifluoromethoxy)pyridin-2-yl)methyl)pyrido[2,3-d]pyrimidin-7(8H)-one FC1=C(C(=CC=C1)C)N1CCN(CC1)C1=CC2=C(N=C(N=C2)C)N(C1=O)CC1=NC=CC=C1OC(F)(F)F